BrC=1SC(=CC1C(=O)O)Br 2,5-dibromo-3-thiophenecarboxylic acid